racemic-3-((3-butyl-2-methyl-7-(methylthio)-1,1-dioxido-5-phenyl-2,3,4,5-tetrahydro-1,2,5-benzothiadiazepin-8-yl)oxy)-2,2-difluoropropanoic acid C(CCC)[C@H]1N(S(C2=C(N(C1)C1=CC=CC=C1)C=C(C(=C2)OCC(C(=O)O)(F)F)SC)(=O)=O)C |r|